COC(C(=O)C=1C(=C(N2[C@H]3[C@@H](CC12)C3)C(=O)ON3N=NC=1C3=NC=CC1)C)=O 3H-[1,2,3]triazolo[4,5-b]pyridin-3-yl (1aR,6aR)-5-(2-methoxy-2-oxoacetyl)-4-methyl-1,1a,6,6a-tetrahydrocyclopropa[b]pyrrolizine-3-carboxylate